2-(6-Trifluoromethyl-7-methylimidazo[1,2-a]pyridin-8-yl)-5-propylbenzene-1,3-diol FC(C=1C(=C(C=2N(C1)C=CN2)C2=C(C=C(C=C2O)CCC)O)C)(F)F